C1(CC2C(CC1)O2)CC[SiH2]CC(OC)OC β-(3,4-epoxycyclohexyl)ethyl-dimethoxyethylsilane